NC1=C(C=CC=C1)C1=CC=C(S1)C(C)NC1=NC(=NC2=CC(=C(C=C12)OC)OC)C N-{1-[5-(2-aminophenyl)thiophen-2-yl]ethyl}-6,7-dimethoxy-2-methylquinazolin-4-amine